10-[3-(2-naphthyl)phenyl]anthracene-9-boronic acid C1=C(C=CC2=CC=CC=C12)C=1C=C(C=CC1)C1=C2C=CC=CC2=C(C2=CC=CC=C12)B(O)O